CC1(N(C(OC2=C1C=CC(=C2)OC=2OC=CN2)=O)CC=2C(=C(C=CC2)NC(OC(C)(C)C)=O)F)C tert-butyl N-(3-{[4,4-dimethyl-7-(1,3-oxazol-2-yloxy)-2-oxo-3,4-dihydro-2H-1,3-benzoxazin-3-yl]methyl}-2-fluorophenyl)carbamate